N4-(5-(2-(2-aminopyridin-3-yl)-5-phenyl-3H-imidazo[4,5-b]pyridin-3-yl)pyridin-2-yl)piperidine-1,4-dicarboxamide NC1=NC=CC=C1C1=NC=2C(=NC(=CC2)C2=CC=CC=C2)N1C=1C=CC(=NC1)NC(=O)C1CCN(CC1)C(=O)N